FC(S(=O)(=O)O)(F)F.OC(C)C1=NC=CN1C 1-hydroxyethyl-3-methylimidazole trifluoromethanesulfonate